N-((3R,4S)-3-(4-chlorophenyl)-4-fluoropyrrolidin-3-yl)-4-(trifluoromethoxy)benzenesulfonamide ClC1=CC=C(C=C1)[C@]1(CNC[C@@H]1F)NS(=O)(=O)C1=CC=C(C=C1)OC(F)(F)F